2-(1-(4-fluorophenyl)vinyl)-1-p-tolylaziridine FC1=CC=C(C=C1)C(=C)C1N(C1)C1=CC=C(C=C1)C